(S)-2-((((9H-fluoren-9-yl)methoxy)carbonyl)amino)-3-(3'-methyl-[1,1'-biphenyl]-3-yl)propanoic acid C1=CC=CC=2C3=CC=CC=C3C(C12)COC(=O)N[C@H](C(=O)O)CC=1C=C(C=CC1)C1=CC(=CC=C1)C